(2R,3S)-(-)-3-Hydroxy-2-methyl-2-phenyl-2,3-dihydro-1H-inden-1-one O[C@@H]1[C@](C(C2=CC=CC=C12)=O)(C1=CC=CC=C1)C